(S)-2-((((9H-fluoren-9-yl)methoxy)carbonyl)amino)-3-(5-chloro-2-(thiazol-2-yl)phenyl)propanoic acid C1=CC=CC=2C3=CC=CC=C3C(C12)COC(=O)N[C@H](C(=O)O)CC1=C(C=CC(=C1)Cl)C=1SC=CN1